BrP(C1=CC=CC=C1)(C1=CC=CC=C1)(C1=CC=CC=C1)C1CCCC1 bromo(cyclopentyl)triphenyl-λ5-phosphane